BrC=1C(=C(C(=C(C(=O)N)C1)OC)[N+](=O)[O-])NCCCNC1=C(C(=C(C(=C1)Br)C(N)=O)OC)[N+](=O)[O-] 5-Bromo-4-((3-((5-bromo-4-carbamoyl-3-methoxy-2-nitrophenyl)amino)propyl)amino)-2-methoxy-3-nitrobenzamide